(E)-N-(6-bromo-3-(2-chloro-5-fluorophenyl)-1-(ethoxyimino)-2-(4-methoxybenzyl)isoindolin-4-yl)indole-1-carboxamide sulphur (phosphorothioate) P([O-])([O-])([O-])=S.[S+2].BrC1=CC(=C2C(N(/C(/C2=C1)=N/OCC)CC1=CC=C(C=C1)OC)C1=C(C=CC(=C1)F)Cl)NC(=O)N1C=CC2=CC=CC=C12.P([O-])([O-])([O-])=S.[S+2].[S+2]